C(C)(C)(C)C1N(CCC[C@@H]1CC/C=N/S(=O)C(C)(C)C)C(=O)OCC1=CC2=CC=C(C(=C2C(=C1)OCC1=CC=CC=C1)F)F (4-benzyloxy-5,6-difluoro-2-naphthyl)methanol tert-Butyl-(3R)-3-[(3E)-3-tert-butylsulfinyliminopropyl]piperidine-1-carboxylate